(3R,4R)-4-((4-(3-(((3R,5S)-3,5-dimethylmorpholino)methyl)-4-isopropylquinolin-6-yl)-5-fluoropyrimidin-2-yl)amino)tetrahydro-2H-pyran-3-ol C[C@@H]1COC[C@@H](N1CC=1C=NC2=CC=C(C=C2C1C(C)C)C1=NC(=NC=C1F)N[C@H]1[C@H](COCC1)O)C